1-amino-iodopyridine NN1C(C=CC=C1)I